(3,5-dimethylisoxazol-4-yl)-N1-((trans)-4-(methoxy-d3)cyclohexyl)benzene-1,2-diamine CC1=NOC(=C1C1=C(C(=CC=C1)N[C@@H]1CC[C@H](CC1)OC([2H])([2H])[2H])N)C